NC=1C(=NC2=CC(=CC=C2C1C1=C(C(=CC=C1)OC)C)C)C(=O)OCC Ethyl 3-amino-4-(3-methoxy-2-methylphenyl)-7-methylquinoline-2-carboxylate